(2E)-N-[4-[[3-chloro-4-[(pyridin-2-yl)methoxy]phenyl]amino]-3-cyano-7-ethyl-Oxyquinolin-6-yl]-3-[(2R)-1-methylpyrrolidin-2-yl]acrylamide ClC=1C=C(C=CC1OCC1=NC=CC=C1)NC1=C(C=NC2=CC(=C(C=C12)NC(\C=C\[C@@H]1N(CCC1)C)=O)OCC)C#N